1,2-di-lauroyl-sn-glycero-3-phosphate C(CCCCCCCCCCC)(=O)OC[C@@H](OC(CCCCCCCCCCC)=O)COP(=O)(O)O